2-(4-(2-(azetidin-1-yl)ethyl)piperazin-1-yl)nicotinaldehyde N1(CCC1)CCN1CCN(CC1)C1=C(C=O)C=CC=N1